tert-butyl-2-(4-cyclopropyl-6-methoxy-pyrimidin-5-yl)-4-[[4-[1-methyl-4-(trifluoromethyl)imidazol-2-yl]phenyl]methoxy]-5,7-dihydropyrrolo[3,4-d]pyrimidine-6-carboxylate C(C)(C)(C)OC(=O)N1CC=2N=C(N=C(C2C1)OCC1=CC=C(C=C1)C=1N(C=C(N1)C(F)(F)F)C)C=1C(=NC=NC1OC)C1CC1